5-(2-(Trifluoromethoxy)phenyl)oxazole-2-carboxylic acid lithium [Li].FC(OC1=C(C=CC=C1)C1=CN=C(O1)C(=O)O)(F)F